OC=1C=C(C=CC1O)C(C(=O)O)O 3,4-dihydroxyl-phenylglycolic acid